C(C)(=O)C=1C=C2C(C(N(C2=CC1C(=O)OCC)C)=O)(C)C ethyl 5-acetyl-1,3,3-trimethyl-2-oxo-indoline-6-carboxylate